Bis(isocyanatomethyl)-2,5-dimethylbenzene N(=C=O)CC=1C(=C(C=C(C1)C)CN=C=O)C